C1(CC1)C1=CC=C(C=C1)NC(=O)[C@@H]1N(CC[C@H](C1)F)CC1=NC=CC=C1C (2R,4R)-N-(4-cyclopropylphenyl)-4-fluoro-1-((3-methylpyridin-2-yl)methyl)piperidine-2-carboxamide